5-(2-chlorobenzoyl)amino-3-(1-isobutylpiperidin-4-yl)-1H-indole ClC1=C(C(=O)NC=2C=C3C(=CNC3=CC2)C2CCN(CC2)CC(C)C)C=CC=C1